5-fluoro-N-(2-(5-hydroxy-1H-indol-3-yl)ethyl)nicotinamide FC=1C=NC=C(C(=O)NCCC2=CNC3=CC=C(C=C23)O)C1